di-adenosine phosphate P(=O)(O)(O)O.[C@@H]1([C@H](O)[C@H](O)[C@@H](CO)O1)N1C=NC=2C(N)=NC=NC12.[C@@H]1([C@H](O)[C@H](O)[C@@H](CO)O1)N1C=NC=2C(N)=NC=NC12